N,N-diallyl-4-fluorobenzamide C(C=C)N(C(C1=CC=C(C=C1)F)=O)CC=C